CC(C)C=1SC=CN1 (propan-2-yl)-1,3-thiazole